N-(5-(2-(2-azabicyclo[2.2.1]heptan-2-yl)acetamido)-2-methylpyridin-3-yl)-6-(1-methyl-1H-pyrazol-4-yl)-[1,2,3]triazolo[1,5-a]pyridine-3-carboxamide C12N(CC(CC1)C2)CC(=O)NC=2C=C(C(=NC2)C)NC(=O)C=2N=NN1C2C=CC(=C1)C=1C=NN(C1)C